2-[3-(4-bromo-2-methyl-pyrazol-3-yl)oxypropoxy]pyrazolo[1,5-a]pyrazin-4-ol BrC1=C(N(N=C1)C)OCCCOC1=NN2C(C(=NC=C2)O)=C1